N'-[(2S,3S)-2-(benzyloxy)pent-3-yl]formylhydrazine C(C1=CC=CC=C1)O[C@@H](C)[C@H](CC)C(=O)NN